ethyl (3R,4R)-4-(5-chloro-1-methyl-pyrazol-3-yl)-2-oxo-pyrrolidine-3-carboxylate ClC1=CC(=NN1C)[C@@H]1[C@H](C(NC1)=O)C(=O)OCC